6-chloro-7-(3-(((5-(hydroxymethyl)-1-methyl-1H-pyrazol-3-yl)methoxy)methyl)-1,5-dimethyl-1H-pyrazol-4-yl)-3-(3-methoxy-3-oxopropyl)-1-methyl-1H-indole-2-carboxylic acid methyl ester COC(=O)C=1N(C2=C(C(=CC=C2C1CCC(=O)OC)Cl)C=1C(=NN(C1C)C)COCC1=NN(C(=C1)CO)C)C